bicyclo[8.3.1]tetradecanyl methacrylate C(C(=C)C)(=O)OC12CCCCCCCCC(CCC1)C2